(6R)-Ethyl 2-((2R)-1-((1-(5-cyclopropyl-1,3,4-oxadiazol-2-yl)ethyl)amino)propan-2-yl)-5-(3,4-dichlorobenzoyl)-6-methyl-4,5,6,7-tetrahydro-2H-pyrazolo[4,3-c]pyridine-3-carboxylate C1(CC1)C1=NN=C(O1)C(C)NC[C@@H](C)N1N=C2C(CN([C@@H](C2)C)C(C2=CC(=C(C=C2)Cl)Cl)=O)=C1C(=O)OCC